[4-(2-fluoro-pyridin-4-ylamino)-6-(6-trifluoromethyl-pyridin-2-yl)-[1,3,5]triazin-2-ylamino]-2-methyl-propan-2-ol FC1=NC=CC(=C1)NC1=NC(=NC(=N1)C1=NC(=CC=C1)C(F)(F)F)NCC(C)(O)C